2-(1-(4-(Dibutylamino)phenyl)piperidin-4-yl)acetic acid ethyl ester C(C)OC(CC1CCN(CC1)C1=CC=C(C=C1)N(CCCC)CCCC)=O